C1(CC1)C=1C=C(C=CC1)NC=1C2=C(N=CN1)C=NC(=C2)OC2CN(CC2)C(C=C)=O 1-(3-((4-((3-cyclopropyl-phenyl)amino)pyrido[3,4-d]pyrimidin-6-yl)oxy)-pyrrolidin-1-yl)prop-2-en-1-one